COC(=O)C=1C=CC2=C(NC(C3=CC=NC=C23)=O)C1 5-oxo-5,6-dihydrobenzo[c][2,6]naphthyridine-8-carboxylic acid methyl ester